OC1=C2CCOC2=CC=C1C1=C(N=C(N=N1)N[C@H]1CN(CCC1)CCC#N)C 3-[(3R)-3-[[6-(4-hydroxycoumaran-5-yl)-5-methyl-1,2,4-triazin-3-yl]amino]piperidino]propionitrile